2-bromo-3-((1,2-dimethylcyclopropyl)methyl)pyridine BrC1=NC=CC=C1CC1(C(C1)C)C